CN(C)C(C=CC)=O (dimethylamino)but-2-en-1-one